4-(2-chloro-7-methyl-8-oxo-7,8-dihydro-9H-purin-9-yl)-1-methylpiperidine ClC1=NC=C2N(C(N(C2=N1)C1CCN(CC1)C)=O)C